ClC=1N=CC2=C(N1)N(C=C2Cl)CCCOC2=NN(C(=C2[N+](=O)[O-])C)C=2C(=NC(=CC2)C)C 2,5-dichloro-7-(3-((1-(2,6-dimethylpyridin-3-yl)-5-methyl-4-nitro-1H-pyrazol-3-yl)oxy)propyl)-7H-pyrrolo[2,3-d]pyrimidine